5-(5-chlorothien-2-yl)-1,3,4-oxadiazol-2-amine ClC1=CC=C(S1)C1=NN=C(O1)N